COC(=O)C1=CC2=CN(N=C2C(=C1)O)C1CC1 2-cyclopropyl-7-hydroxy-2H-indazole-5-carboxylic acid methyl ester